4-(4-chlorobutyl)pyridine hydrochloride Cl.ClCCCCC1=CC=NC=C1